FC=1C=C(C=CC1F)C(CC#N)=O 3-(3,4-difluorophenyl)-3-oxopropanenitrile